O=C1OCC2=C1C=CC(=C2)CC[NH+]2CC1=C([NH+]=C(N=C1)C1=CC=C(C=C1)N1N=NN=C1)CC2 6-[2-(1-oxo-1,3-dihydro-2-benzofuran-5-yl)ethyl]-2-[4-(1H-tetrazol-1-yl)phenyl]-5,6,7,8-tetrahydropyrido[4,3-d]pyrimidine-1,6-diium